C(#N)[C@H]1CC[C@H](CC1)N1N=CC(=C1)NC1=NC=C(C(=N1)C1=CC=C(C(=O)NCC(F)(F)F)C=C1)C 4-(2-((1-(cis-4-cyanocyclohexyl)-1H-pyrazol-4-yl)amino)-5-methylpyrimidin-4-yl)-N-(2,2,2-trifluoroethyl)benzamide